BrC=1C=C(C2=C(N(C(N2C)=O)C)C1)N1CCOCC1 6-bromo-1,3-dimethyl-4-morpholino-1,3-dihydro-2H-benzo[d]imidazol-2-one